ClC=1C=C2C(=NC1N1N=CC=N1)NC=C2C(=O)[C@H]2C[C@H](N(CC2)C2=C(C=C(C=C2)F)[N+](=O)[O-])C |r| [5-chloro-6-(2H-1,2,3-triazol-2-yl)-1H-pyrrolo[2,3-b]pyridin-3-yl][(2RS,4RS)-1-(4-fluoro-2-nitrophenyl)-2-methylpiperidin-4-yl]methanone